(R)-2-((1-(2-cyano-3-(3-cyanophenoxy)-7-methylquinoxalin-5-yl)ethyl)amino)benzoic acid C(#N)C1=NC2=CC(=CC(=C2N=C1OC1=CC(=CC=C1)C#N)[C@@H](C)NC1=C(C(=O)O)C=CC=C1)C